(S)-N-(1-(p-isopropylphenyl)ethyl)-amide C(C)(C)C1=CC=C(C=C1)[C@H](C)[NH-]